(5-(5-fluorobenzo[d]oxazol-2-yl)hexahydropyrrolo[3,4-c]pyrrol-2(1H)-yl)methanone FC=1C=CC2=C(N=C(O2)N2CC3C(C2)CN(C3)C=O)C1